5-(2-fluoro-4-nitro-6-(2-trityl-2H-tetrazol-5-yl)phenyl)-2-methylpyridine FC1=C(C(=CC(=C1)[N+](=O)[O-])C=1N=NN(N1)C(C1=CC=CC=C1)(C1=CC=CC=C1)C1=CC=CC=C1)C=1C=CC(=NC1)C